CC1=C(C(=O)NC=2OC=NN2)C=CC(=C1SC)C(F)(F)F 2-Methyl-3-(methylsulfanyl)-N-(1,3,4-oxadiazol-2-yl)-4-(trifluoromethyl)benzamid